Cl.FC(C1=NC=CC=C1C1=NN=CS1)(F)F 5-(2-(trifluoromethyl)pyridine-3-yl)-1,3,4-thiadiazole hydrochloride